CCC(=O)OCC(C)(C)OC(C)C1CCCC(C1)(C)C 2-(1-(3',3'-dimethyl-1'-cyclohexyl)ethoxy)-2-methyl propyl propanoate